COC1=C(C=C(C=C1)N1CC2(C1)CN(CC2)C(=O)N2C[C@@H]1[C@@H](OCC(N1)=O)CC2)C (4aR,8aS)-6-(2-(4-methoxy-3-methylphenyl)-2,6-diazaspiro[3.4]octane-6-carbonyl)hexahydro-2H-pyrido[4,3-b][1,4]oxazin-3(4H)-one